methyl (1s,4s)-2'-bromo-4-[(3-chlorophenyl)(trifluoroacetyl)amino]-6'-(prop-1-en-2-yl)spiro[cyclohexane-1,1'-indene]-4-carboxylate BrC=1C2(C3=CC(=CC=C3C1)C(=C)C)CCC(CC2)(C(=O)OC)N(C(C(F)(F)F)=O)C2=CC(=CC=C2)Cl